ClC=1C=C(C=CC1Cl)NC(CC)=O N-(3,4-dichlorophenyl)propionamide